C(C)(C)(C)OC(=O)N1CC2=CC(=CC=C2CC1)OCC1=C(C=C(C=C1)F)C(F)(F)F 7-((4-fluoro-2-(trifluoromethyl)benzyl)oxy)-3,4-dihydroisoquinoline-2(1H)-carboxylic acid tert-butyl ester